OC=1C=C(CNC(CSC=2SC3=C(N2)C=CC(=C3)[N+](=O)[O-])=O)C=CC1O N-(3,4-dihydroxybenzyl)-2-((6-nitrobenzo[d]thiazol-2-yl)thio)acetamide